1-(2-(((1-isopropyl-6-((5-methylthiazol-2-yl)amino)-1H-pyrrolo[3,2-c]pyridin-4-yl)oxy)methyl)pyrrolidin-1-yl)prop-2-en-1-one C(C)(C)N1C=CC=2C(=NC(=CC21)NC=2SC(=CN2)C)OCC2N(CCC2)C(C=C)=O